N-[5-(2-chloro-6-methyl-4-pyridinyl)-4-(3-cyanophenyl)thiazol-2-yl]pyrrolidin-1-carboxamide ClC1=NC(=CC(=C1)C1=C(N=C(S1)NC(=O)N1CCCC1)C1=CC(=CC=C1)C#N)C